Cl.N1(C=NC=C1)S(=O)(=O)N=[N+]=[N-] imidazole-1-sulfonylazide hydrochloride